6-(3-Methoxy-2-methylphenyl)-2-(1-methyl-1H-imidazol-2-yl)-5-(tetrahydro-2H-pyran-4-yl)pyrrolo[2,1-f][1,2,4]triazin-4-ol COC=1C(=C(C=CC1)C=1C(=C2C(=NC(=NN2C1)C=1N(C=CN1)C)O)C1CCOCC1)C